NC=1C(N(C=C(N1)C)CC1=C(C=C2[C@](NC(NC2=C1)=O)(C(C)(F)F)C#CC1CC1)F)=O (S)-7-((3-amino-5-methyl-2-oxopyrazin-1(2H)-yl)methyl)-4-(cyclopropylethynyl)-4-(1,1-difluoroethyl)-6-fluoro-3,4-dihydroquinazolin-2(1H)-one